Tris-borate B(O)(O)O.C(C(CO)(CO)N)O